{6-[4-(3-Amino-isoxazol-5-yl)-phenyl]-pyrimidin-4-yl}-[2-(7-fluoro-4-methoxy-2-methylindol-1-yl)-ethyl]-amin NC1=NOC(=C1)C1=CC=C(C=C1)C1=CC(=NC=N1)NCCN1C(=CC2=C(C=CC(=C12)F)OC)C